ClC1=CC2=C(C=N1)SC=N2 6-chlorothiazolo[5,4-c]pyridin